(4AR,10AR)-1-PROPYL-1,2,3,4,4A,5,10,10A-OCTAHYDRO-BENZO[G]QUINOLINE-6,7-DIOL C(CC)N1CCC[C@@H]2CC3=C(C[C@@H]12)C=CC(=C3O)O